C(=O)(OC(C)(C)C)NC1CC(C1)CO 1-(Boc-amino)-3-(hydroxymethyl)cyclobutane